4-[8-(difluoromethoxy)-6-(2,8-dimethylimidazo[1,2-b]pyridazin-6-yl)imidazo[1,2-a]pyridin-2-yl]piperidine-1-carboxylic acid tert-butyl ester C(C)(C)(C)OC(=O)N1CCC(CC1)C=1N=C2N(C=C(C=C2OC(F)F)C=2C=C(C=3N(N2)C=C(N3)C)C)C1